FC(C1=NNC=N1)(F)F 3-(trifluoromethyl)-1H-1,2,4-triazol